N-(3-hydroxy-6-oxo-6H-benzo[c]chromene-8-yl)acetamide OC1=CC=C2C3=C(C(OC2=C1)=O)C=C(C=C3)NC(C)=O